N-(3-(2-(difluoromethoxy)-5-((1-methylazetidin-3-yl)sulfonyl)phenyl)-1-methyl-1H-pyrazol-4-yl)pyrazolo[1,5-a]pyrimidine-3-carboxamide FC(OC1=C(C=C(C=C1)S(=O)(=O)C1CN(C1)C)C1=NN(C=C1NC(=O)C=1C=NN2C1N=CC=C2)C)F